BrC=1C=C(C=C(C1)F)C1(CC(C1)C)C(=O)OC methyl 1-(3-bromo-5-fluorophenyl)-3-methylcyclobutane-1-carboxylate